C(CCCCCCCCCCCCC)(=O)O.C(CCCCCCCCCCCCC)(=O)O.C(CCCCCCCCCCCCC)(=O)O.OCC(O)CO.OCC(O)CO.OCC(O)CO triglycerol trimyristate